(4aR,8aS)-6-(3-(2-Chloro-[1,1'-biphenyl]-4-yl)azetidin-1-carbonyl)hexahydro-2H-pyrido[4,3-b][1,4]oxazin-3(4H)-on ClC1=C(C=CC(=C1)C1CN(C1)C(=O)N1C[C@@H]2[C@@H](OCC(N2)=O)CC1)C1=CC=CC=C1